C(C)(C)(C)OC(N(C)C1=C(C(=CC=C1[N+](=O)[O-])COC)Cl)=O N-[2-chloro-3-(methoxymethyl)-6-nitro-phenyl]-N-methyl-carbamic acid tert-butyl ester